(6-fluoroimidazo[1,2-a]pyridin-2-yl)((3R,3'R)-3'-hydroxy-1,4-dihydro-2H-spiro[isoquinoline-3,4'-piperidin]-1'-yl)methanone FC=1C=CC=2N(C1)C=C(N2)C(=O)N2C[C@H]([C@@]1(CC2)NCC2=CC=CC=C2C1)O